(1-isopropyl-4-methylcyclohex-3-en-1-yl)(octadecyl)sulfane C(C)(C)C1(CC=C(CC1)C)SCCCCCCCCCCCCCCCCCC